5-bromo-2-(4-(ethylsulfonyl)benzyl)-4,6-difluoro-1H-benzo[d]imidazole BrC1=C(C2=C(NC(=N2)CC2=CC=C(C=C2)S(=O)(=O)CC)C=C1F)F